C[C@H]1CC2(N=N2)CCN1 (5S)-5-methyl-1,2,6-triazaspiro[2.5]oct-1-ene